tert-butyl (2S)-2-([[4-(aminomethyl)pyridin-3-yl]oxy]methyl)pyrrolidine-1-carboxylate NCC1=C(C=NC=C1)OC[C@H]1N(CCC1)C(=O)OC(C)(C)C